9-(1-(1-Amino-2-methyl-1-oxopropan-2-yl)-1H-pyrazol-4-yl)-2-(2,6-dichlorophenyl)imidazo[2,1-f][1,6]naphthyridine-3-carboxamide NC(C(C)(C)N1N=CC(=C1)C=1C=NC=2C=CN3C(C2C1)=NC(=C3C(=O)N)C3=C(C=CC=C3Cl)Cl)=O